N,N-dimethyl-2-((5-methylbenzofuro[2,3-g]isoquinolin-9-yl)oxy)ethanamine CN(CCOC=1C=CC2=C(C1)C1=C(C(=C3C=CN=CC3=C1)C)O2)C